2-((3-(Pyrrolo[1,2-a]quinoxalin-4-yl)pyridin-2-yl)oxy)ethan-1-amine C1=CC=C2N1C1=CC=CC=C1N=C2C=2C(=NC=CC2)OCCN